tert-butyl 4-[3-[[1-(1,3-benzothiazol-2-yl)-2-[3-(N'-hydroxycarbamimidoyl)phenyl]ethyl]sulfamoyl]benzoyl]piperazine-1-carboxylate S1C(=NC2=C1C=CC=C2)C(CC2=CC(=CC=C2)C(N)=NO)NS(=O)(=O)C=2C=C(C(=O)N1CCN(CC1)C(=O)OC(C)(C)C)C=CC2